CNC(CF)=O N-methyl-fluoroacetamide